acetic acid (2-hydroxydecyl acetate) OC(CCC(=O)O)CCCCCCCC.C(C)(=O)O